FC(OC=1C=C(C=C(C1)F)B(O)O)F 3-(DIFLUOROMETHOXY)-5-FLUOROPHENYLBORONIC ACID